[3-(trifluoromethyl)pyridin-2-yl]methylamine hydrochloride Cl.FC(C=1C(=NC=CC1)CN)(F)F